CN1C(CCC12CCNCC2)=O 1-methyl-1,8-diazaspiro[4.5]decan-2-one